OC(CCCCCCCCC(=O)OC(CO)CO)CCCCCCCC 1,3-dihydroxypropan-2-yl 10-hydroxyoctadecanoate